C(C)S(=O)(=O)C=1C(=NN2C1C=CC=C2)C(=O)N(C)OC 3-ethylsulfonyl-N-methoxy-N-methyl-pyrazolo[1,5-a]Pyridine-2-carboxamide